OC1=CC=C2C(=C(C(N(C2=C1)C)=O)C#N)N1CCC(CC1)C=1OC2=C(N1)C=C(C=C2)C 7-hydroxy-1-methyl-4-[4-(5-methyl-1,3-benzooxazol-2-yl)piperidin-1-yl]-2-oxo-1,2-dihydroquinoline-3-carbonitrile